S(=O)(=O)(O)O.S Sulfan sulfate